2-(4-dimethylaminostyryl)benzoxazole trilithium 3,4-dihydroxycinnamate salt OC=1C=C(C=CC(=O)[O-])C=CC1O.[Li+].[Li+].[Li+].CN(C1=CC=C(C=CC=2OC3=C(N2)C=CC=C3)C=C1)C.OC=1C=C(C=CC(=O)[O-])C=CC1O.OC=1C=C(C=CC(=O)[O-])C=CC1O